4,5-dichloro-2-[2-(4-chloro-3-methyl-phenyl)-2-oxo-ethyl]pyridazin-3-one ClC=1C(N(N=CC1Cl)CC(=O)C1=CC(=C(C=C1)Cl)C)=O